(1s,4s)-N-(2-hydroxyethyl)-4-(7-iodo-4-oxo-2-{[2-(trimethylsilyl)ethoxy]methyl}-2H,4H,5H-pyrazolo[4,3-c]pyridin-5-yl)-N-methylcyclohexane-1-carboxamide OCCN(C(=O)C1CCC(CC1)N1C(C=2C(C(=C1)I)=NN(C2)COCC[Si](C)(C)C)=O)C